[C@@H]1(CC(C(CC1)C(C)C)C1=C(C(C(=O)O)=CC=C1)C(=O)O)C (1R)-menthylphthalic acid